Methyl-N-(2-phenyl-2-(2,2,2-trifluoroethoxy)ethyl)thiophene-2-sulfonamide CC1=C(SC=C1)S(=O)(=O)NCC(OCC(F)(F)F)C1=CC=CC=C1